OCC(C=O)=O 3-hydroxy-2-oxo-propanal